FC=1C(=C(C=CC1F)[C@H]1CO[C@@]([C@H]1C)(C(F)(F)F)C)OC (2S,3S,4S,5S)-3-(3,4-difluoro-2-methoxy-phenyl)-4,5-dimethyl-5-(trifluoromethyl)tetrahydrofuran